ClC=1C(=C(C(=O)O)C=C(C1)C=O)C chloro-5-formyl-2-methylbenzoic acid